ethyl-N-isopropyl-propan-2-amine C(C)CC(C)NC(C)C